2-(2-(2-aminophenoxy)ethoxy)ethan-1-ol NC1=C(OCCOCCO)C=CC=C1